rac-benzyl N-[2-(methylsulfonimidoyl)-4-pyridyl]carbamate C[S@](=O)(=N)C1=NC=CC(=C1)NC(OCC1=CC=CC=C1)=O |r|